S-nitroso-N-acetylpenicillamine N(=O)SC([C@H](NC(C)=O)C(=O)O)(C)C